OC(COC=1C=CC(=NC1)NC(=O)C1C(C1(C)C)(C)C)(C)C N-[5-(2-hydroxy-2-methyl-propoxy)-2-pyridyl]-2,2,3,3-tetramethyl-cyclopropanecarboxamide